(R)-3-(1-oxo-5-(((1S,2S)-2-(3-phenylazetidin-1-yl)cyclohexyl)oxy)isoindolin-2-yl)piperidine-2,6-dione O=C1N(CC2=CC(=CC=C12)O[C@@H]1[C@H](CCCC1)N1CC(C1)C1=CC=CC=C1)[C@H]1C(NC(CC1)=O)=O